COC1=CC=C(C=C1)C(CC(C)=O)=O 1-(p-methoxyphenyl)-1,3-butanedione